OC1=CC(=CC(=C1[C@H]1[C@@H](CCC(=C1)C)C(=C)C)OP(=O)(C(=O)OC(C)C)NC(C(=O)OC(C)C)(C)C)CCCCC isopropyl 2-(((((1'R,2'R)-6-hydroxy-5'-methyl-4-pentyl-2'-(prop-1-en-2-yl)-1',2',3',4'-tetrahydro-[1,1'-biphenyl]-2-yl) oxy) (isopropoxycarbonyl) phosphoryl) amino)-2-methylpropanoate